(6R)-tetrahydrofolate C(CC[C@@H](C(=O)O)NC(=O)C1=CC=C(NC[C@@H]2CNC=3N=C(N)NC(=O)C3N2)C=C1)(=O)[O-]